tert-butyl (R)-3-(2-fluoro-N-(8-methylisoquinolin-1-yl)-4-((4-methylpyrimidin-2-yl)amino)benzamido)piperidine-1-carboxylate FC1=C(C(=O)N(C2=NC=CC3=CC=CC(=C23)C)[C@H]2CN(CCC2)C(=O)OC(C)(C)C)C=CC(=C1)NC1=NC=CC(=N1)C